FC=1C=C(CN(S(=O)(=O)C)C2=CC=CC=C2)C=CC1C=1OC(=NN1)C(F)(F)F N-(3-fluoro-4-(5-(trifluoromethyl)-1,3,4-oxadiazol-2-yl)benzyl)-N-phenylmethanesulfonamide